C(C=C)(=O)OO 1-hydroxy acrylate